6-[(4-chloro-1H-indol-6-yl)amino]-4-[(5-chloropyridin-3-yl)amino]pyridine-2-carbonitrile ClC1=C2C=CNC2=CC(=C1)NC1=CC(=CC(=N1)C#N)NC=1C=NC=C(C1)Cl